(4-amino-7-fluoroimidazo[1,5-a]quinoxalin-8-yl)((3S,4aS,9bS)-3-fluoro-7-(trifluoromethyl)-3,4,4a,9b-tetrahydrobenzofuro[3,2-b]pyridin-1(2H)-yl)methanone NC=1C=2N(C3=CC(=C(C=C3N1)F)C(=O)N1[C@@H]3[C@H](C[C@@H](C1)F)OC1=C3C=CC(=C1)C(F)(F)F)C=NC2